NC([C@H](CCC(=O)OC(C)(C)C)N1C(C2=CC=CC(=C2C1)OCC1=C(C=C(C=C1)SC1CCN(CC1)C1=C(C=C(C=C1)C#N)F)F)=O)=O Tert-butyl (S)-5-amino-4-(4-((4-((1-(4-cyano-2-fluorophenyl)piperidin-4-yl)thio)-2-fluorobenzyl)oxy)-1-oxoisoindolin-2-yl)-5-oxopentanoate